sodium camphorsulfonate fluoride [F-].C12(C(=O)CC(CC1)C2(C)C)CS(=O)(=O)O.[Na+]